ClC1=NC(=CC(=N1)N[C@@H]1CN(CCC1)C(=O)OC(C)(C)C)C(=O)N1CCOCC1 tert-butyl (S)-3-((2-chloro-6-(morpholin-4-carbonyl)pyrimidin-4-yl)amino)piperidine-1-carboxylate